C(=O)(OCC1C2=CC=CC=C2C2=CC=CC=C12)N[C@@H](CCN=[N+]=[N-])C(=O)O Fmoc-azidohomoalanine